ClC=1C=C(C(=NC1)OC)S(=O)(=O)NC1=C(C(=C(C=C1)F)CCC=1C=C2C(=NC1)C=NN2CC)F 5-chloro-N-[3-(2-[1-ethylpyrazolo[4,3-b]pyridin-6-yl]ethyl)-2,4-difluorophenyl]-2-methoxypyridine-3-sulfonamide